sodium 1-hydroxyethylidene bisphosphonate P(OC(C)(O)OP([O-])=O)([O-])=O.[Na+].[Na+]